ClC=1C=C(C(=O)N[C@@H](C(=O)N[C@H]2C=C[C@H](C2)C(=O)OC)C)C=C(C1)Cl Methyl (1S,4R)-4-[[(2R)-2-[(3,5-dichlorobenzoyl)amino]propanoyl]amino]cyclopent-2-ene-1-carboxylate